N-(4-(4-(6-((6-acetyl-8-cyclopentyl-5-methyl-7-oxo-7,8-dihydropyrido[2,3-d]pyrimidin-2-yl)amino)pyridin-3-yl)piperazine-1-carbonyl)phenyl)acrylamide C(C)(=O)C1=C(C2=C(N=C(N=C2)NC2=CC=C(C=N2)N2CCN(CC2)C(=O)C2=CC=C(C=C2)NC(C=C)=O)N(C1=O)C1CCCC1)C